4-(1H-benzo[d]imidazol-1-yl)thiophene-2-carboxamide N1(C=NC2=C1C=CC=C2)C=2C=C(SC2)C(=O)N